4-chloro-2-fluoro-3-[1-(1-[[2-(trimethylsilyl)ethoxy]methyl]imidazol-2-yl)imidazo[1,5-a]pyrazin-6-yl]aniline ClC1=C(C(=C(N)C=C1)F)C=1N=CC=2N(C1)C=NC2C=2N(C=CN2)COCC[Si](C)(C)C